C(C)(C)(C)[Si](O[C@@H]1[C@@H](S[C@@H]([C@H]1O[Si](C)(C)C(C)(C)C)CO[Si](C)(C)C(C)(C)C)N1C(N=C(C=C1)NC(C(CCC)CCC)=O)=O)(C)C N-(1-((2R,3S,4S,5R)-3,4-bis((tert-butyldimethyl-silyl)oxy)-5-(((tert-butyldimethylsilyl)oxy)methyl)-tetrahydrothiophen-2-yl)-2-oxo-1,2-dihydropyrimidin-4-yl)-2-propylpentanamide